FC1(COC1)CC12CC(CC(CC1)N2)N ((3-fluorooxetan-3-yl)methyl)-8-azabicyclo[3.2.1]octan-3-amine